COS(=O)(=O)[O-].[NH4+].ClC=1OC(=CN1)C1=NC=C(C=C1)F 2-chloro-5-(5-fluoropyridin-2-yl)oxazole ammonium methyl-sulfate salt